BrC1=CC=C(C=C1)C1=NN(C=C1CNC1=C(C(=O)O)C=CN=C1)C1=CC=CC=C1 3-(((3-(4-bromophenyl)-1-phenyl-1H-pyrazol-4-yl)methyl)amino)isonicotinic acid